cadmium telluride tin [Sn+4].[Te-2].[Cd+2].[Te-2].[Te-2]